N-(2,4-difluoro-3-(5-(5-oxo-4,5-dihydropyrazin-2-yl)-1H-pyrrolo-[2,3-b]pyridine-3-carbonyl)-phenyl)propane-1-sulfonamide FC1=C(C=CC(=C1C(=O)C1=CNC2=NC=C(C=C21)C=2N=CC(NC2)=O)F)NS(=O)(=O)CCC